C(C1=C(C(=CC2=CC=CC=C12)C(=O)OCOCC)OCOCC)C1=C(C(=CC2=CC=CC=C12)C(=O)OCOCC)OCOCC bis(ethoxymethyl) 4,4'-methylenebis(3-(ethoxymethoxy)-2-naphthoate)